(R)-1-(3,4-difluorophenyl)-3-nitropropan-1-ol FC=1C=C(C=CC1F)[C@@H](CC[N+](=O)[O-])O